N1(N=CC=C1)C=1C=C(C(=O)NC2CCC(CC2)NC2=CC(=NC3=CC=C(C=C23)Cl)C(F)(F)F)C=CC1 3-(1H-pyrazol-1-yl)-N-[(1s,4s)-4-{[6-chloro-2-(trifluoromethyl)quinolin-4-yl]amino}cyclohexyl]benzamide